OC(CN1CCOCC1)C N-(2-hydroxypropyl)morpholine